8-(1,1-difluoro-3-methoxyallyl)-8-((4-methoxybenzyl)oxy)-1,4-dioxaspiro[4.5]decane FC(C=COC)(F)C1(CCC2(OCCO2)CC1)OCC1=CC=C(C=C1)OC